2,2,2-trichloroethyl ((2-(6-methoxynaphthalen-2-yl)propanoyl)oxy)carbamate COC=1C=C2C=CC(=CC2=CC1)C(C(=O)ONC(OCC(Cl)(Cl)Cl)=O)C